3-(5-Methyl-1,2,4-oxadiazol-3-yl)-N-[1,1,2,2-tetradeuterio-2-[10-oxo-6-(2,2,2-trifluoroethoxy)-1,5,11-triazatricyclo[7.4.0.02,7]trideca-2(7),3,5,8-tetraen-11-yl]ethyl]benzamide CC1=NC(=NO1)C=1C=C(C(=O)NC(C(N2C(C3=CC=4C(=NC=CC4N3CC2)OCC(F)(F)F)=O)([2H])[2H])([2H])[2H])C=CC1